C1=C2C(=NN=C1)NC(C1N2C=CN=C1)=O pyrazino[1',2':4,5]pyrazino[2,3-c]pyridazin-6(6aH)-one